COC1=C(C=C(C=C1)C=1OC=CN1)OCCCC=C 2-(4-methoxy-3-(4-pentenyloxy)phenyl)oxazol